2-((2-(pyrrolidin-1-yl)propyl)thio)phenol N1(CCCC1)C(CSC1=C(C=CC=C1)O)C